C(C)(C)(C)OC(=O)N1[C@@H]2C[C@@H]2C[C@@H]1C(NC1=C(C=CC(=C1)C(CCC1CC1)(C1=CC=NC=C1)NS(=O)C(C)(C)C)F)=O (1R,3R,5R)-3-(5-(3-cyclopropyl-1-((-)-1,1-dimethylethylsulfinylamino)-1-(pyridin-4-yl)propyl)-2-fluorophenylcarbamoyl)-2-azabicyclo[3.1.0]hexane-2-carboxylic acid tert-butyl ester